BrC1=CN=C2N1C=C(C=C2)C2=NN=C(N2C2=CC(=C(C=C2)F)OC)C 3-bromo-6-[4-(4-fluoro-3-methoxy-phenyl)-5-methyl-1,2,4-triazol-3-yl]imidazo[1,2-a]pyridine